4-bromonaphthalen-1-amine BrC1=CC=C(C2=CC=CC=C12)N